C1(CC1)C=1NC2=C(C=CC(=C2C1C=O)C)C 2-CYCLOPROPYL-4,7-DIMETHYL-1H-INDOLE-3-CARBOXALDEHYDE